adipic Acid Dihydride C(CCCCC=O)=O